NC1=C(SC=C1)C(=O)N 3-aminothiophene-2-carboxamide